(4E)-4-hexen-1-ol C(CC\C=C\C)O